C1(CC1)NC1=NC=C(C(=N1)NC1=CC=C(C=C1)C1CC1)[N+](=O)[O-] N2-cyclopropyl-N4-(4-cyclopropylphenyl)-5-nitropyrimidine-2,4-diamine